P1(OC(CCC(=O)O1)=O)=O succinyl Phosphonate